2,4-dichloro-5-sulfonylbenzoic acid ClC=1C(C(=O)O)=CC(C(C1)Cl)=S(=O)=O